2-methyl-2-[3-(triazol-2-ylmethyl)cyclobutyl]propanoic acid CC(C(=O)O)(C)C1CC(C1)CN1N=CC=N1